4-(3,8-diazabicyclo[3.2.1]octane-3-yl)-6-(isopropyl(methyl)amino)-2,3-dihydro-1H-pyrrolo[3,4-c]pyridin-1-one C12CN(CC(CC1)N2)C2=NC(=CC1=C2CNC1=O)N(C)C(C)C